C(C)(C)(C)OC(N[C@H]1CN(C[C@@H](C1)F)C(=O)C=1C=CC=2N(C1)N=C(C2C)C2=CC=1C(=NC(=CC1)C=1C=C3CNC(C3=CC1)=O)N2CC2CC2)=O tert-Butyl-((3R,5R)-1-(2-(1-(cyclopropylmethyl)-6-(1-oxoisoindolin-5-yl)-1H-pyrrolo[2,3-b]pyridin-2-yl)-3-methylpyrazolo[1,5-a]pyridine-6-carbonyl)-5-fluoropiperidin-3-yl)carbamate